4-bromo-3-methylbenzoic acid BrC1=C(C=C(C(=O)O)C=C1)C